ClC1=C(C=2N=C(N=C(C2C=N1)N1C[C@H]2CC[C@@H](C1)N2C(=O)OC(C)(C)C)\C=C/C21CCCN1CCC2)F tert-butyl (1R,5S)-3-(7-chloro-8-fluoro-2-((Z)-2-(tetrahydro-1H-pyrrolizin-7a(5H)-yl) vinyl) pyrido[4,3-d]pyrimidin-4-yl)-3,8-diazabicyclo[3.2.1]octane-8-carboxylate